C(CCCCCCC\C=C/CCCCCCCCCC)O (9z)-eicos-9-en-1-ol